C(=O)(O)CCCCCC1=CC=C(C[C@H](NC(=O)C2=C(C3=C(CC(OC3=O)C)C(=C2)Cl)O)C(=O)O)C=C1 4-(5-Carboxypentyl)-N-[(5-chloro-3,4-dihydro-8-hydroxy-3-methyl-1-oxo-1H-2-benzopyran-7-yl)carbonyl]-L-phenylalanine